2-(carboxymethylthio)benzoic acid C(=O)(O)CSC1=C(C(=O)O)C=CC=C1